3-fluoro-2-isopropyl-phenol FC=1C(=C(C=CC1)O)C(C)C